N'-((4,6-diisopropyl-2-methoxypyrimidin-5-yl)carbamoyl)-6,7-dihydro-5H-pyrazolo[5,1-b][1,3]oxazine-3-sulfonimidamide C(C)(C)C1=NC(=NC(=C1NC(=O)N=S(=O)(N)C=1C=NN2C1OCCC2)C(C)C)OC